N-(3-(1H-pyrazol-3-yl)benzyl)-2-ethoxy-5-isobutyrylaminobenzamide N1N=C(C=C1)C=1C=C(CNC(C2=C(C=CC(=C2)NC(C(C)C)=O)OCC)=O)C=CC1